Cis-2-(3-(m-tolyloxy)cyclohexyl)propanal C1(=CC(=CC=C1)O[C@H]1C[C@H](CCC1)C(C=O)C)C